5-methoxy-8,14-dioxa-10,19,20-triazatetracyclo[13.5.2.12,6.018,21]tricosa-1(20),2,4,6(23),15,17,21-heptaen-9-one COC1=CC=C2C3=NNC4=CC=C(OCCCNC(OCC1=C2)=O)C=C34